CC1(CCCC(C1)(C)C)C 2,2,4,4-tetramethylcyclohexan